N*5*-(4-methylphenyl)-6-phenyl-[1,2,4]triazine-3,5-diamine CC1=CC=C(C=C1)NC=1N=C(N=NC1C1=CC=CC=C1)N